BETA-HYDROXY-BETA-METHYLBUTYRATE OC(CC(=O)[O-])(C)C